NCCOCCNC1=C2C(N(C(C2=CC=C1)=O)C1C(NC(CC1)=O)=O)=O 4-{[2-(2-aminoethoxy)ethyl]amino}-2-(2,6-dioxopiperidin-3-yl)-2,3-dihydro-1H-isoindole-1,3-dione